(4-(bis(4H-benzo[d][1,3]dioxin-6-yl)methyl)piperazin-1-yl)(3-chloro-1H-1,2,4-triazol-1-yl)methanone O1COCC2=C1C=CC(=C2)C(N2CCN(CC2)C(=O)N2N=C(N=C2)Cl)C2=CC1=C(OCOC1)C=C2